7-Hydroxy-3-(4-(2-morpholinoethoxy)phenyl)-3,4-dihydro-2H-benzo[e][1,3]oxazin-2-one OC1=CC2=C(CN(C(O2)=O)C2=CC=C(C=C2)OCCN2CCOCC2)C=C1